OCC1=C(SC=C1)C=1N=C(C(=NC1)O[C@@H]1C[C@H](CCC1)C(=O)OC)C methyl (1S,3S)-3-((5-(3-(hydroxymethyl)thiophen-2-yl)-3-methylpyrazin-2-yl)oxy)cyclohexane-1-carboxylate